FC=1C=C(CN(CC2=COC3=C2C=C(C=C3)CC(C(=O)O)C3CNCC3)CC3=COC2=C3C=C(C=C2)CC(C(=O)O)C2CNCC2)C=C(C1)OC 3,3'-((((3-fluoro-5-methoxybenzyl)azanediyl)bis(methylene))bis(benzofuran-3,5-diyl))bis(2-(pyrrolidin-3-yl)propanoic acid)